4-(4-(1,2,3,6-tetrahydropyridin-4-yl)phenyl)-1H-indazol-3-amine N1CCC(=CC1)C1=CC=C(C=C1)C1=C2C(=NNC2=CC=C1)N